1-methyl-7-methoxy-1H-benzo[d]Imidazole-5-carboxylic acid methyl ester COC(=O)C1=CC2=C(N(C=N2)C)C(=C1)OC